BrC1=CC=C(C=C1)C1=C(C(=C(C(=C1C1=CC=C(C=C1)Br)C1=CC=C(C=C1)Br)C1=CC=C(C=C1)Br)C1=CC=C(C=C1)Br)C1=CC=C(C=C1)Br 1,2,3,4,5,6-hexa(4-bromophenyl)benzene